5-((1-(2-cyano-3-(4,4-difluoropiperidin-1-yl)-7-methylquinoxalin-5-yl)ethyl)amino)thiazole-4-carboxylic acid C(#N)C1=NC2=CC(=CC(=C2N=C1N1CCC(CC1)(F)F)C(C)NC1=C(N=CS1)C(=O)O)C